(6S) or (6R)-5-methyltetrahydrofolate CN1C=2C(NC(=NC2NC[C@@H]1CNC1=CC=C(C(N[C@@H](CCC(=O)[O-])C(=O)O)=O)C=C1)N)=O |o1:10|